1-(4-amino-2-fluoro-5-iodo-3-methoxyphenyl)ethan-1-one NC1=C(C(=C(C=C1I)C(C)=O)F)OC